2-(4-((4-cyclohexyl-1H-1,2,3-triazol-1-yl)methyl)phenyl)-5-(difluoromethyl)-1,3,4-oxadiazole C1(CCCCC1)C=1N=NN(C1)CC1=CC=C(C=C1)C=1OC(=NN1)C(F)F